CC1([C@@H]2CCC(C([C@]2(CCC1)C)CO)=C)C ((4aS,8aS)-5,5,8a-trimethyl-2-methylenedecahydronaphthalen-1-yl)methanol